FC=1C=C2C=NN(C2=C(C1O)F)C1=CC=C(C=C1)N1CCC(CC1)OC 5,7-Difluoro-1-(4-(4-methoxypiperidin-1-yl)phenyl)-1H-indazol-6-ol